BrC1=CC=C(C=C1)S(=O)(=O)O 4-bromobenzenesulfonic acid